ClC=1C(=C(C=CC1OC)C1=CN=C(N1C)C(=O)NC1=CC(=C(C=C1)C(=O)N1CCN(CC1)C(=O)[C@H]1[N+](C[C@@H](C1)O)(C)C)Cl)F 5-(3-chloro-2-fluoro-4-methoxy-phenyl)-N-[3-chloro-4-[4-[(2s,4r)-4-hydroxy-1,1-dimethyl-pyrrolidin-1-ium-2-carbonyl]piperazine-1-carbonyl]phenyl]-1-methyl-imidazole-2-carboxamide